NCC(N1C=NC2=CC(=CC=C2C1=O)C=1C=NNC1Cl)C=1C=C(C#N)C=CC1 3-(2-Amino-1-(7-(5-chloro-1H-pyrazol-4-yl)-4-oxoquinazolin-3(4H)-yl)ethyl)benzonitrile